C(C=C)(=O)N1CCC(CC1)C1C=2N(NCC1)C(=C(N2)C2=CC(=C(C=C2)OC2=CC=CC=C2)OC)C(=O)N 8-(1-acryloylpiperidin-4-yl)-2-(3-methoxy-4-phenoxyphenyl)-5,6,7,8-tetrahydroimidazo[1,2-b]pyridazine-3-carboxamide